N-(4-(4-ethylpiperazin-1-yl)phenyl)-4-(5-phenyl-4,5-dihydro-1H-pyrazol-1-yl)thieno[3,2-d]pyrimidin-2-amine C(C)N1CCN(CC1)C1=CC=C(C=C1)NC=1N=C(C2=C(N1)C=CS2)N2N=CCC2C2=CC=CC=C2